C(#N)C1=C(C=CC=C1)[C@H]([C@@H](C)C=1N(C(C(=C(N1)C(=O)NC=1C=NOC1)O)=O)C)C=1C(=NN(C1)C)N(C(C)=O)C 2-((1s,2r)-1-(2-cyanophenyl)-1-(1-methyl-3-(N-methylacetamido)-1H-pyrazol-4-yl)propan-2-yl)-5-hydroxy-N-(isoxazol-4-yl)-1-methyl-6-oxo-1,6-dihydropyrimidine-4-carboxamide